COC(=O)[C@@H]1NC([C@H](C1)O[Si](C)(C)C(C)(C)C)C.C1(=CC=CC=C1)N1C=C(C2=CC=CC=C12)C1=NC(=NC=C1)Cl 1-phenyl-3-(2-chloro-4-pyrimidinyl)indole Methyl-(2R,4S)-4-((tert-butyldimethylsilyl)oxy)-5-methylpyrrolidine-2-carboxylate